FC=1C=C(OC2=CC(=NC=C2)C(=O)N[C@@H]2C(N(C3=C(OC2)C=CC(=C3)C#CC3(COC3)O)C)=O)C=CC1 (S)-4-(3-Fluorophenoxy)-N-(7-((3-hydroxyoxetan-3-yl)ethynyl)-5-methyl-4-oxo-2,3,4,5-tetrahydrobenzo[b][1,4]oxazepin-3-yl)picolinamid